(4-(benzylamino)-5,6,7,8-tetrahydropyrido[2,3-d]pyrimidin-2-yl)-2-methyl-N-(methylsulfonyl)-1H-indole-4-carboxamide C(C1=CC=CC=C1)NC=1C2=C(N=C(N1)N1C(=CC=3C(=CC=CC13)C(=O)NS(=O)(=O)C)C)NCCC2